2-methyl-6-(trifluoromethyl)pyrimidin-4(3H)-one CC1=NC(=CC(N1)=O)C(F)(F)F